bis(N-4-Chlorobenzylethylthiocarbamoyl)disulphide ClC1=CC=C(CCCNC(=S)SSC(NCCCC2=CC=C(C=C2)Cl)=S)C=C1